C(CCCCCCC)NC(=O)N(CCCCCC)CCCCCC N-octyl-N',N'-dihexylurea